N-(4-Amino-1H-pyrazolo[4,3-c]pyridin-7-yl)-2-oxo-2-[rac-(2R,5S)-5-methyl-2-(3-thienyl)-1-piperidyl]acetamide NC1=NC=C(C2=C1C=NN2)NC(C(N2[C@H](CC[C@@H](C2)C)C2=CSC=C2)=O)=O |r|